2-[3-(aminomethyl)phenoxy]acetonitrile hydrochloride Cl.NCC=1C=C(OCC#N)C=CC1